N-(2-fluorobenzyl)-1-(5-((trimethylsilyl)ethyl)pyridin-2-yl)methylamine FC1=C(CNCC2=NC=C(C=C2)CC[Si](C)(C)C)C=CC=C1